3-(1-(octahydro-2H-quinolizin-2-yl)-1H-indol-5-yl)urea C1C(CCN2CCCCC12)N1C=CC2=CC(=CC=C12)NC(N)=O